C[N+](CCC)(C)[O-] dimethylpropyl-amine-oxide